Rac-N-(7-chloro-6-(1-(4-hydroxy-3-methyltetrahydrofuran-3-yl)piperazin-4-yl)isoquinolin-3-yl)-2,2-dimethyltetrahydrofuran-3-carboxamide ClC1=C(C=C2C=C(N=CC2=C1)NC(=O)C1C(OCC1)(C)C)N1CCN(CC1)C1(COCC1O)C